N(=[N+]=[N-])C1=CC=C(C=C1)N[C@@H]1C[C@@H](N(C2=CC=CC=C12)C(CC)=O)C 1-{(2s,4r)-4-[(4-azidophenyl)amino]-2-methyl-3,4-dihydroquinolin-1(2H)-yl}propan-1-one